FC1=CC(=C(OC2=C(C(=O)NC3=CC(=NC=C3)OC)C=CC(=C2)N2C(CCC2)=O)C=C1)C 2-(4-fluoro-2-methylphenoxy)-N-(2-methoxypyridin-4-yl)-4-(2-oxopyrrolidin-1-yl)benzamide